methyl 3,5-di-t-butyl-4-hydroxyphenylpropionate CC(C1=CC(=C(C(=C1)C(C)(C)C)O)C(C)(C)C)C(=O)OC